OCC1=C(C(=CC(=C1)N)CO)O 2,6-bis(hydroxymethyl)-4-aminophenol